C(C)(C)N1C(NC(=CC1=O)N[C@@H]1C2=C(COCC1)C=CC=C2)=O (S)-3-isopropyl-6-((1,2,4,5-tetrahydrobenzo[c]oxepin-5-yl)amino)pyrimidine-2,4(1H,3H)-dione